[N+](=O)([O-])C1=CC=CC2=C1C(NS2(=O)=O)=O 4-nitrobenzo[d]isothiazol-3(2H)-one 1,1-dioxide